FC1=C(C(=C2C=CNC2=C1F)CO)OC1=CC(=C(C=C1)F)C=1NC=C(N1)C1(CCOC2=CC=CC=C12)C [6,7-difluoro-5-[4-fluoro-3-[4-(4-methylchroman-4-yl)-1H-imidazol-2-yl]phenoxy]-1H-indol-4-yl]methanol